C(C)(C)C=1N=C2C=CC=CC2=C2C=CC(=CC12)C1=NC=CC(=C1)C(C)C 6-isopropyl-8-(4-isopropylpyridin-2-yl)phenanthridine